2-(2-bromo-5-ethyl-7-oxo-6-(piperazin-1-yl)-[1,2,4]triazolo[1,5-a]pyrimidin-4(7H)-yl)-N-(2-chloro-6-(trifluoromethyl)pyridin-3-yl)acetamide silver(II) iodide [Ag](I)I.BrC1=NN2C(N(C(=C(C2=O)N2CCNCC2)CC)CC(=O)NC=2C(=NC(=CC2)C(F)(F)F)Cl)=N1